O1CCN(CC1)C(=O)C=1C=C2C(=CNC2=CC1)NC1=NC2=C(N1)C=CC(=C2)OC2=CC=CC=C2 morpholino{3-[(5-phenoxy-1H-benzo[d]imidazol-2-yl)amino]-1H-indol-5-yl}methanone